O=S1(CCN(CC1)C1=C(C(=NC=N1)NC1=NNC2=CC(=CC=C12)[C@@H]1C[C@@]12C(NC1=CC=C(C=C21)OC)=O)OC)=O (1R,2S)-2-(3-((6-(1,1-dioxidothiomorpholino)-5-methoxypyrimidin-4-yl)amino)-1H-indazol-6-yl)-5'-methoxyspiro[cyclopropane-1,3'-indolin]-2'-one